COC(CNC(=O)C1=CC2=C(N(C(=N2)NC=2SC3=C(N2)C=CC(=C3)C(F)(F)F)CC)C=C1)(C)C 1-Ethyl-2-(6-trifluoromethyl-benzothiazol-2-ylamino)-1H-benzoimidazole-5-carboxylic acid (2-methoxy-2-methyl-propyl)-amide